2,2,2-trifluoroethyl-1-N,2-dimethylpropanamide FC(CC(C(=O)NC)(C)C)(F)F